(7-(1-ethoxyvinyl)quinoline-4-carbonyl)glycine tert-butyl ester C(C)(C)(C)OC(CNC(=O)C1=CC=NC2=CC(=CC=C12)C(=C)OCC)=O